O-benzyl-N-(tert-butoxycarbonyl)-N-methylserine C(C1=CC=CC=C1)OC[C@H](N(C)C(=O)OC(C)(C)C)C(=O)O